di(4,5-dimethoxy-2-nitrobenzyloxy)dimethylsilane COC1=CC(=C(CO[Si](C)(C)OCC2=C(C=C(C(=C2)OC)OC)[N+](=O)[O-])C=C1OC)[N+](=O)[O-]